OC=1C(=C(C=CC1OC)C=1COC2=CC(=CC=C2C1)O)OC 3-(3-hydroxy-2,4-dimethoxyphenyl)chromen-7-ol